(R)-3-fluoro-4-(piperazin-1-yl)-N-(tetrahydrofuran-3-yl)benzamide-2-d FC1=C(C(C(=O)N[C@H]2COCC2)=CC=C1N1CCNCC1)[2H]